BrC1=CC=C(C(=O)N2C(C3=CC=CC=C3C2(O)C2=CC=C(C=C2)Br)=O)C=C1 2-(4-bromobenzoyl)-3-(4-bromophenyl)-3-hydroxyisoindolin-1-one